(1S,2S)-2-ethoxy-N-(5-((5-(4-(2-oxopyrrolidin-1-yl)phenyl)pyridin-2-yl)amino)pyridin-3-yl)cyclopropane-1-carboxamide C(C)O[C@@H]1[C@H](C1)C(=O)NC=1C=NC=C(C1)NC1=NC=C(C=C1)C1=CC=C(C=C1)N1C(CCC1)=O